(4S,5R)-4-(difluoromethyl)-5-methyloxazolidin-2-one FC([C@H]1NC(O[C@@H]1C)=O)F